benzyl 3-(2,2,2-trifluoroacetamido)azetidine-1-carboxylate FC(C(=O)NC1CN(C1)C(=O)OCC1=CC=CC=C1)(F)F